3-chloro-5-(5-chlorothien-2-yl)-6-(2,6-difluorophenyl)-1-ethylpyridin-2(1H)-one ClC=1C(N(C(=C(C1)C=1SC(=CC1)Cl)C1=C(C=CC=C1F)F)CC)=O